2-diphenylphosphinyl-1,4-benzenediol C1(=CC=CC=C1)P(=O)(C1=C(C=CC(=C1)O)O)C1=CC=CC=C1